(R)-N-(6-(7-isopropoxyimidazo[1,2-a]pyridin-3-yl)pyridin-2-yl)-5-azaspiro[2.4]heptan-7-amine C(C)(C)OC1=CC=2N(C=C1)C(=CN2)C2=CC=CC(=N2)N[C@H]2CNCC21CC1